FC(C(=O)NC1CC(C1)NC(=O)C1CC1)(F)F N-[3-[(2,2,2-trifluoroacetyl)-amino]-cyclobutyl]-cyclopropanecarboxamide